C(C)(C)(C)OC(=O)N1C=C(C2=NC(=CC=C21)C2=CCC1(OCCO1)CC2)C(C)C tert-butyl-3-isopropyl-5-(1,4-dioxaspiro[4.5]dec-7-en-8-yl)-1H-pyrrolo[3,2-b]pyridine-1-carboxylate